FC1=C(OC2=C(C=C(C=C2)N2C(CCC2=O)=O)C2=CN(C=3C(NC=CC32)=O)C)C=CC(=C1)F 1-(4-(2,4-difluorophenoxy)-3-(1-methyl-7-oxo-6,7-dihydro-1H-pyrrolo[2,3-c]pyridin-3-yl)phenyl)pyrrolidine-2,5-dione